tert-butyl (3S,4R)-3-fluoro-4-{(1S)-1-[3-fluoro-5-(hydrazinecarbonyl)-2-(trifluoromethyl)anilino]ethyl}piperidine-1-carboxylate F[C@@H]1CN(CC[C@@H]1[C@H](C)NC1=C(C(=CC(=C1)C(=O)NN)F)C(F)(F)F)C(=O)OC(C)(C)C